ClC=1C=C(C=C(C1C)C=1C=NC2=CC(=NC=C2C1)NC)NC(=O)C1=NC=CC(=C1)C(C)(C)C#N N-(3-chloro-4-methyl-5-(7-(methylamino)-1,6-naphthyridin-3-yl)phenyl)-4-(2-cyanoprop-2-yl)pyridineamide